NC1=NC=2C=CC(=CC2C2=C1C=NN2C)C(=O)N(C)[C@@H]2COC1=C2C=CC(=C1)OCCOC 4-amino-N-((3S)-6-(2-methoxyethoxy)-2,3-dihydro-1-benzofuran-3-yl)-N,1-dimethyl-1H-pyrazolo[4,3-c]quinoline-8-carboxamide